9-azabicyclo[3.3.1]nonan C12CCCC(CCC1)N2